BrC=1C=C2C=C(C(N(C2=NC1)CCN1CCOCC1)=O)C(=O)O 6-bromo-1-(2-morpholinylethyl)-2-oxo-1,8-naphthyridine-3-carboxylic acid